BrC1=COC2=C1C=C(C=C2)C(C)(C)C2=CC=CC=C2 3-bromo-5-(2-phenylpropan-2-yl)benzofuran